benzyl 7-(4-oxo-2-((p-tolylsulfinyl)oxy)-4H-pyrido[1,2-a]pyrimidin-7-yl)-4,7-diazaspiro[2.5]octane-4-carboxylate O=C1C=C(N=C2N1C=C(C=C2)N2CCN(C1(CC1)C2)C(=O)OCC2=CC=CC=C2)OS(=O)C2=CC=C(C=C2)C